(1R,2S)-2-(3-((5-chloro-2-methoxypyrimidin-4-yl)amino)-1H-indazol-6-yl)-5'-methoxyspiro[cyclopropane-1,3'-indolin]-2'-one ClC=1C(=NC(=NC1)OC)NC1=NNC2=CC(=CC=C12)[C@@H]1C[C@@]12C(NC1=CC=C(C=C21)OC)=O